2-ethyl-2'-methyl-1'-[[1-(2-methylsulfonylethyl)triazol-4-yl]methyl]spiro[4,5-dihydrothieno[2,3-c]pyran-7,4'-piperidine] C(C)C1=CC2=C(S1)C1(CC(N(CC1)CC=1N=NN(C1)CCS(=O)(=O)C)C)OCC2